C(C)C1=C(C=CC(=C1C=O)C1CN(CC1)C(=O)C1=NC=C(C=C1)F)C1=CC=CC=C1 ethyl-4-(1-(5-fluoropyridyl-formyl)pyrrolidin-3-yl)biphenyl-3-carbaldehyde